ClC1=C(C(=CC=C1)F)C1=NCC(NC=2SC=3CC(CC3C12)C(=O)OCC)=S ethyl 13-(2-chloro-6-fluoro-phenyl)-10-thioxo-7-thia-9,12-diazatricyclo[6.5.0.02,6]trideca-1(8),2(6),12-triene-4-carboxylate